C(=O)(OCC1C2=CC=CC=C2C2=CC=CC=C12)N[C@@H](CCC(=O)[O-])C(=O)[O-] Fmoc-glutamate